benzyl 4-(2-fluoropropyl)piperazine-1-carboxylate FC(CN1CCN(CC1)C(=O)OCC1=CC=CC=C1)C